C1([C@H](O)[C@@H](O)[C@@H](O1)[C@H](O)CO)C1(O)[C@H](O)[C@@H](O)[C@@H](O1)[C@H](O)CO galactofuranosylgalactofuranos